4-(2,3-Difluoro-4-(1-(tetrahydro-2H-pyran-2-yl)-1H-pyrazol-4-yl)phenyl)piperidine-1-carboxylic acid tert-butyl ester C(C)(C)(C)OC(=O)N1CCC(CC1)C1=C(C(=C(C=C1)C=1C=NN(C1)C1OCCCC1)F)F